tert-butyl (1S*,2S*,5R*)-2-benzyl-3-azabicyclo[3.1.0]hexane-3-carboxylate C(C1=CC=CC=C1)[C@H]1[C@H]2C[C@H]2CN1C(=O)OC(C)(C)C |o1:7,8,10|